C1(CCCC1)N1C(C(=C(C2=C1N=C(N=C2)NC2=CC=C(C=N2)N2[C@H](CN(CC2)C(=O)OC(C)(C)C)C)C)C(=C)OCC)=O Tert-butyl (S)-4-(6-((8-cyclopentyl-6-(1-ethoxyvinyl)-5-methyl-7-oxo-7,8-dihydropyrido[2,3-d]pyrimidin-2-yl) amino) pyridin-3-yl)-3-methylpiperazine-1-carboxylate